(s)-5-(azidomethyl)-3-(3-oxo-3,4-dihydro-2H-pyrazino[2,3-b][1,4]thiazin-6-yl)oxazolidin-2-one N(=[N+]=[N-])C[C@@H]1CN(C(O1)=O)C1=NC2=C(SCC(N2)=O)N=C1